[I-].CC=1SC2=C([N+]1C)C=CC(=C2)C 2,3,6-trimethylbenzo[d]thiazol-3-ium iodide